C1(CC1)COC=1C(=CC2=CN(N=C2C1)C1CCN(CC1)CC1(CN(C1)C(=O)OC(C)(C)C)F)C(NC=1C=NN2C1N=CC=C2)=O tert-butyl 3-((4-(6-(cyclopropylmethoxy)-5-(pyrazolo[1,5-a]pyrimidin-3-ylcarbamoyl)-2H-indazol-2-yl)piperidin-1-yl)methyl)-3-fluoroazetidine-1-carboxylate